4-(pentafluorothio)benzaldehyde C1=CC(=CC=C1C=O)S(F)(F)(F)(F)F